BrC=1C=C(C=C(C1)C)S(=O)(=O)NCCN1CCCCC1 3-bromo-5-methyl-N-(2-(piperidin-1-yl)ethyl)benzenesulfonamide